C(#N)C=1C2=C(SC1NC(OC(C)(C)C)=O)C=CC(=C2C=2C1=C(C=3C=NC(=NC3C2F)N2C[C@H]([C@H](C2)OC)NC(C)C)COC1)F tert-Butyl (3-cyano-5-fluoro-4-(5-fluoro-3-((3R,4S)-3-(isopropylamino)-4-methoxypyrrolidin-1-yl)-7,9-dihydrofuro[3,4-f]quinazolin-6-yl)benzo[b]thiophen-2-yl)carbamate